1-[3-[1,3-benzodioxol-5-yl-(methyl)carbamoyl]phenyl]-N-methyl-3-(trifluoromethyl)-6,7-dihydro-4H-pyrazolo[4,3-c]pyridine-5-carboxamide O1COC2=C1C=CC(=C2)N(C(=O)C=2C=C(C=CC2)N2N=C(C=1CN(CCC12)C(=O)NC)C(F)(F)F)C